CC1NC(=NC2=CC(=CC=C12)C(F)(F)F)C1=CC=C(OCCOCC(=O)O)C=C1 2-[2-[4-[4-methyl-7-(trifluoromethyl)-3,4-dihydroquinazolin-2-yl]phenoxy]ethoxy]acetic acid